(2-hydroxyethyl)cyclohexanone OCCC1C(CCCC1)=O